glycerylether C(C(O)CO)OCC(O)CO